BrC1=C(CCO[Si](C)(C)C(C)(C)C)C=CC=C1 (2-bromophenethoxy)(tert-butyl)dimethylsilane